F[C@@H]1CN(CC1)C(=O)C1=CN=CC=2N1C(N(N2)CC=2C=NC(=CC2)C(F)(F)F)=O 5-{[(3S)-3-Fluoropyrrolidin-1-yl]carbonyl}-2-{[6-(trifluoromethyl)pyridin-3-yl]methyl}[1,2,4]triazolo[4,3-a]pyrazin-3(2H)-one